N-ethyl-4-fluoro-2-(3-iodo-1-tetrahydropyran-2-yl-indazol-6-yl)sulfanyl-benzamide C(C)NC(C1=C(C=C(C=C1)F)SC1=CC=C2C(=NN(C2=C1)C1OCCCC1)I)=O